BrC1=C2C=CC=CC2=C(C2=CC=CC=C12)C1=CC=CC2=C1C1=C(O2)C=C2C=CC=CC2=C1 1-(10-bromoanthracene-9-yl)naphtho[2,3-b]benzofuran